2-(((1R)-1-(2-(ethylsulfinyl)-6-methyl-4-oxo-4H-chromen-8-yl)ethyl)amino)benzoic acid C(C)S(=O)C=1OC2=C(C=C(C=C2C(C1)=O)C)[C@@H](C)NC1=C(C(=O)O)C=CC=C1